(4-((4-(ethylamino)-3-(trifluoromethyl)-1H-pyrrolo[2,3-b]pyridin-6-yl)amino)-3-methoxyphenyl)(morpholino)methanone C(C)NC1=C2C(=NC(=C1)NC1=C(C=C(C=C1)C(=O)N1CCOCC1)OC)NC=C2C(F)(F)F